1-(4-(8-chloro-6-fluoro-7-(3-hydroxynaphthalen-1-yl)-4-((1-methylpyrrolidin-2-yl)-methoxy)-1H-[1,2,3]triazolo[4,5-c]quinolin-1-yl)piperidin-1-yl)prop-2-en-1-one ClC1=CC=2C3=C(C(=NC2C(=C1C1=CC(=CC2=CC=CC=C12)O)F)OCC1N(CCC1)C)N=NN3C3CCN(CC3)C(C=C)=O